Octadecyl 2,2,3,3,4,4,4-heptafluorobutanoate FC(C(=O)OCCCCCCCCCCCCCCCCCC)(C(C(F)(F)F)(F)F)F